FC1=CC(=C2CCNCC2=C1)C 7-Fluoro-5-methyl-1,2,3,4-tetrahydroisoquinoline